C1(CCC1)C=1SC(=CN1)CN1N=C(C=CC1=O)C=1C=NC(=NC1)OCC(F)(F)F 2-((2-cyclobutylthiazol-5-yl)methyl)-6-(2-(2,2,2-trifluoroethoxy)pyrimidin-5-yl)pyridazine-3(2H)-one